C(CCCCCC=CCC=CCCC=C)C=1C=C(C=CC1)O 3-(7,10,14-Pentadecatrienyl)phenol